Silver copper indium selenium [Se].[In].[Cu].[Ag]